C[C@@H]1CN(C[C@H](C1)CN1CCC(CC1)N1CCOCC1)C1=C2C=CC=NC2=C(C=C1)C(F)(F)F trans-5-[3-methyl-5-(4-morpholin-4-yl-piperidin-1-ylmethyl)-piperidin-1-yl]-8-trifluoromethyl-quinoline